4,4,4-trifluoro-1-{4-[(2-chlorophenyl)sulfanyl]phenyl}butane-1,3-dione FC(C(CC(=O)C1=CC=C(C=C1)SC1=C(C=CC=C1)Cl)=O)(F)F